C(C(C)C)C1=CC=C(C2=CC(=CC=C12)O)N 4-isobutyl-7-hydroxynaphthylamine